adamantyl(tert-butyl)pinacol boronate B(O)O.C12(CC3CC(CC(C1)C3)C2)C(C(O)(C)C(C)(C)O)C(C)(C)C